oxo-1-(sulfooxy)azetidin O=C1N(CC1)OS(=O)(=O)O